Tetramethyl-Ammonium Borohydride [BH4-].C[N+](C)(C)C